FC1(CN(C1)C(=O)N1N=CC(=C1)C=1C(=C(C(=CC1)O)N1CC(NS1(=O)=O)=O)F)F 5-(3-(1-(3,3-difluoroazetidine-1-carbonyl)-1H-pyrazol-4-yl)-2-fluoro-6-hydroxyphenyl)-1,2,5-thiadiazolidin-3-one 1,1-dioxide